5,6-diamino-1,3-naphthalenedisulfonic acid NC1=C2C=C(C=C(C2=CC=C1N)S(=O)(=O)O)S(=O)(=O)O